N(=[N+]=[N-])[C@H]1CC[C@H](O[C@@H]1O[C@H]1[C@@H]([C@H]([C@@H](C[C@@H]1N=[N+]=[N-])N=[N+]=[N-])O)O)CN(C(OCC1=CC=CC=C1)=O)CC1=CC=CC=C1 benzyl N-[[(2S,5S,6R)-5-azido-6-[(1R,2R,3S,4R,6S)-4,6-diazido-2,3-dihydroxy-cyclohexoxy]tetrahydropyran-2-yl]methyl]-N-benzyl-carbamate